C1(CCCCC1)P(C1=C(C(=CC=C1)C)C1=C(C=CC=C1C)P(C1CCCCC1)C1CCCCC1)C1CCCCC1 (2,2'-bis(dicyclohexylphosphino))-6,6'-dimethyl-1,1'-biphenyl